1,1,1-trifluoro-2-methylpropan-2-yl-4-[7-(4-cyanopyridin-2-yl)-5-cyclopropyl-7H-pyrrolo[2,3-d]pyrimidin-4-yl]piperazine-1-carboxylate FC(C(C)(C)OC(=O)N1CCN(CC1)C=1C2=C(N=CN1)N(C=C2C2CC2)C2=NC=CC(=C2)C#N)(F)F